8-((1-(2-isopropyl-5-methylphenoxy)propan-2-yl)oxy)-1,3,7-trimethyl-3,7-dihydro-1H-purine-2,6-dione C(C)(C)C1=C(OCC(C)OC2=NC=3N(C(N(C(C3N2C)=O)C)=O)C)C=C(C=C1)C